(3R)-3-(4-Chlorophenyl)-2-[(5-chloropyridin-2-yl)methyl]-6-[1-hydroxy-1-(2-methoxypyridin-4-yl)ethyl]-3-methoxy-2,3-dihydro-1H-isoindol-1-on ClC1=CC=C(C=C1)[C@@]1(N(C(C2=CC(=CC=C12)C(C)(C1=CC(=NC=C1)OC)O)=O)CC1=NC=C(C=C1)Cl)OC